(E)-3-(3-((tert-butyldimethylsilyl)oxy)propoxy)-4-((4-((4-carbamoyl-2-nitrophenyl)amino)but-2-en-1-yl)amino)-5-nitrobenzamide [Si](C)(C)(C(C)(C)C)OCCCOC=1C=C(C(=O)N)C=C(C1NC\C=C\CNC1=C(C=C(C=C1)C(N)=O)[N+](=O)[O-])[N+](=O)[O-]